2-(4-(4-acetylpiperazin-1-yl)phenylamino)-4-(butylamino)pyrimidine-5-carboxamide C(C)(=O)N1CCN(CC1)C1=CC=C(C=C1)NC1=NC=C(C(=N1)NCCCC)C(=O)N